1-[3-(3-methoxy-4-methyl-phenoxy)cyclobutyl]-3H-imidazo[4,5-c]pyridin-2-one COC=1C=C(OC2CC(C2)N2C(NC=3C=NC=CC32)=O)C=CC1C